Nω-methyltryptamine CNCCC1=CNC2=CC=CC=C21